C(C)(C)(C)N(C(O)=O)CCONC(=O)[C@H]1N2C(N([C@H](CC1)C2)OCC2=CC=CC=C2)=O.[C-]2(C=CC=C2)C=2SC1=C(N2)C=CC=C1.[CH-]1C=CC=C1.[Fe+2] ferrocenyl-benzothiazole Tert-Butyl-{2-[({[(2S,5R)-6-benzyloxy-7-oxo-1,6-diazabicyclo[3.2.1]oct-2-yl]carbonyl}amino)oxy]ethyl}carbamate